C(C)OC(=O)C1=C(SC(=C1C(=O)OCC)N=CC=1SC(=CC1)[N+](=O)[O-])NC(CCCCCC)=O 2-heptanamido-5-(5-nitrothiophen-2-yl)methyleneaminothiophene-3,4-dicarboxylic acid diethyl ester